N-((6-(5-methoxypyrazin-2-yl)-5-methyl-1H-indol-2-yl)methyl)acetamide COC=1N=CC(=NC1)C1=C(C=C2C=C(NC2=C1)CNC(C)=O)C